C(C)(C)(C)NS(=O)(=O)C1=CC(=CC=C1)NC1=NC(=NC=C1C)NC=1N=NC(=CC1)N1CCN(CC1)CC=1C(=C2C(N(C(C2=CC1)=O)C1C(NC(CC1)=O)=O)=O)F N-(tert-butyl)-3-((2-((6-(4-((2-(2,6-dioxopiperidin-3-yl)-4-fluoro-1,3-dioxoisoindolin-5-yl)methyl)piperazin-1-yl)pyridazin-3-yl)amino)-5-methylpyrimidin-4-yl)amino)benzenesulfonamide